BUTYRYLCHOLINE C(CCC)(=O)OCC[N+](C)(C)C